butyl 2-[4-[2-[4-(3-hydroxypropoxy)phenyl]-ethynyl]-benzoyl]oxy-5-(4-iodobenzoyl)oxy-benzoate OCCCOC1=CC=C(C=C1)C#CC1=CC=C(C(=O)OC2=C(C(=O)OCCCC)C=C(C=C2)OC(C2=CC=C(C=C2)I)=O)C=C1